TRANS-4-[4-(3-METHOXY-4-NITROPHENYL)-1-PIPERAZINYL]ADAMANTANE-1-OL COC=1C=C(C=CC1[N+](=O)[O-])N1CCN(CC1)C1C2CC3(CC(CC1C3)C2)O